2-(hydroxymethylene)-5-(2-nitrophenyl)cyclohexane-1,3-dione OC=C1C(CC(CC1=O)C1=C(C=CC=C1)[N+](=O)[O-])=O